BrC1=CSC2=C1SC(=C2S(=O)(=O)CC)C2=NC1=C(C=NC(=C1)C(F)(F)F)N2C 2-[6-bromo-3-(ethylsulfonyl)thieno[3,2-b]thiophen-2-yl]-3-methyl-6-(trifluoromethyl)-3H-imidazo[4,5-c]pyridine